N[C@H]1[C@@H](CN(CC1)C1=CC=C(C=N1)C=1C=2N(C=C(C1)OCC)N=CC2C#N)OC trans-4-(6-((-)-4-amino-3-methoxypiperidin-1-yl)pyridin-3-yl)-6-ethoxypyrazolo[1,5-a]pyridine-3-carbonitrile